N1=C(C=CC=C1)C1(CC1)NC(=O)[C@@H]1CN(CC[C@H]1NC(=O)C1=NOC(=C1)C1=CC=C(C=C1)F)CC1CC1 (3R,4R)-1-cyclopropylmethyl-4-{[5-(4-fluoro-phenyl)-isoxazole-3-carbonyl]-amino}-piperidine-3-carboxylic acid (1-pyridin-2-yl-cyclopropyl)-amide